N-(3-(5-chloro-2-methoxyphenyl)-1-((1S,2S)-2-hydroxycyclopentyl)-1H-pyrazol-4-yl)pyrazolo[1,5-a]pyrimidine-3-carboxamide ClC=1C=CC(=C(C1)C1=NN(C=C1NC(=O)C=1C=NN2C1N=CC=C2)[C@@H]2[C@H](CCC2)O)OC